ClC=1C=C(C=CC1OC1CNCC1)C1=CNC2=C(C=CC=C12)C#N 3-(3-chloro-4-(pyrrolidin-3-yloxy)phenyl)-1H-indole-7-carbonitrile